(2S,5R)-2-(N-(2-(4-Methylpiperazin-1-yl) ethyl) carbamimidoyl)-7-oxo-1,6-diazabicyclo[3.2.1]octan-6-yl hydrogen sulfate S(=O)(=O)(ON1[C@@H]2CC[C@H](N(C1=O)C2)C(NCCN2CCN(CC2)C)=N)O